Dimethylaminomorpholinocarbenium hexafluorophosphate F[P-](F)(F)(F)(F)F.CN(C)[CH+]N1CCOCC1